BrC1=CC=CC=2N(C(N(C21)C)=O)C2C(N(C(CC2)=O)CC2=CC=C(C=C2)OC)=O 3-(4-Bromo-3-methyl-2-oxo-2,3-dihydro-1H-benzo[d]imidazol-1-yl)-1-(4-methoxybenzyl)piperidine-2,6-dione